4-[5-[(5-Cyano-1H-imidazole-2-carbonyl)amino]-6-(4,4-dimethylcyclohexen-1-yl)-2-pyridyl]-2,6,6-trimethyl-tetrahydropyran-2-carboxylic acid C(#N)C1=CN=C(N1)C(=O)NC=1C=CC(=NC1C1=CCC(CC1)(C)C)C1CC(OC(C1)(C)C)(C(=O)O)C